BrC1=NC(=CC(=C1)C(C)N)C 1-(2-bromo-6-methyl-4-pyridyl)ethanamine